gamma-decylacetone CCC(CCCCCCC)CC(C)=O